BrC=1C=C(C=NC1C)[C@@H](C)N([S@](=O)C(C)(C)C)CC (R)-N-((R)-1-(5-bromo-6-methylpyridin-3-yl)ethyl)-N-ethyl-2-methylpropan-2-sulfinamide